tert-butyl 4-[(3-methoxycarbonylcyclobutyl)methyl]piperazine-1-carboxylate COC(=O)C1CC(C1)CN1CCN(CC1)C(=O)OC(C)(C)C